4-methyl-8-(trifluoromethyl)-4,5-dihydro-1H-furo[2,3-g]indazole-7-carboxylate CC1C=2C=NNC2C2=C(C1)OC(=C2C(F)(F)F)C(=O)[O-]